3-O-methyl 2,6-dimethyl-4-(3-nitrophenyl)-1,4-dihydropyridine-3,5-dicarboxylate CC=1NC(=C(C(C1C(=O)OC)C1=CC(=CC=C1)[N+](=O)[O-])C(=O)[O-])C